(S)-4-(2-((4-Morpholinophenyl)amino)pyrimidin-4-yl)-N-(1,1,1-trifluoropropan-2-yl)benzamide O1CCN(CC1)C1=CC=C(C=C1)NC1=NC=CC(=N1)C1=CC=C(C(=O)N[C@H](C(F)(F)F)C)C=C1